FC1=C2CN(C(C2=CC=C1C1CCN(CC1)C(=O)C=1NC2=C(C(=CC=C2C1C)N1CCOCC1)F)=O)C1C(NC(CC1)=O)=O 3-(4-fluoro-5-(1-(7-fluoro-3-methyl-6-morpholino-1H-indole-2-carbonyl)piperidin-4-yl)-1-oxoisoindolin-2-yl)piperidine-2,6-dione